di-(t-butyl-peroxyisopropyl)benzene C(C)(C)(C)OOC(C)(C)C1=C(C=CC=C1)C(C)(C)OOC(C)(C)C